1-allyl-6-chloro-1H-benzo[c][1,2]thiazin-4(3H)-one 2,2-dioxide C(C=C)N1S(CC(C2=C1C=CC(=C2)Cl)=O)(=O)=O